FC1(C=C2C(=C3CCC=C3C=C2C1)[N+](=O)[O-])C 2-fluoro-2-methyl-8-nitro-2,3,6,7-tetrahydro-s-indacen